The molecule is a member of the class of sulfamides in which one of the amino groups of sulfonamide is substituted by a 5-(4-bromophenyl)-6-{2-[(5-bromopyrimidin-2-yl)oxy]ethoxy}pyrimidin-4-yl group. An active metabolite of macitentan (obtained by oxidative depropylation), an orphan drug used for the treatment of pulmonary arterial hypertension. It has a role as an antihypertensive agent, an endothelin receptor antagonist, a drug metabolite and a xenobiotic metabolite. It is an aromatic ether, an organobromine compound, a member of pyrimidines and a member of sulfamides. It derives from an ethylene glycol. C1=CC(=CC=C1C2=C(N=CN=C2OCCOC3=NC=C(C=N3)Br)NS(=O)(=O)N)Br